C(=C)OC(C(OC(F)(F)F)(F)F)(F)F perfluoro-2-methoxy-ethyl vinyl ether